5-[(4-tert-butylphenyl)methoxy]-3-[3-(fluoromethyl)azetidine-1-carbonyl]-2-pyrimidin-2-yl-4H-pyrazolo[1,5-a]pyrimidin-7-one C(C)(C)(C)C1=CC=C(C=C1)COC=1NC=2N(C(C1)=O)N=C(C2C(=O)N2CC(C2)CF)C2=NC=CC=N2